Benzyl (2-((4-amino-6-(5-fluoro-3-(6'-fluoro-2',3'-dihydrospiro[cyclopropane-1,1'-indene]-5'-carboxamido)-2-methylphenyl)pyrimidin-5-yl)oxy)ethyl)(methyl-d3)carbamate NC1=NC=NC(=C1OCCN(C(OCC1=CC=CC=C1)=O)C([2H])([2H])[2H])C1=C(C(=CC(=C1)F)NC(=O)C=1C=C2CCC3(C2=CC1F)CC3)C